tetrapropylbutyrate C(CC)C(C(C(=O)[O-])(CCC)CCC)(C)CCC